4-benzyl-7-bromo-1-methyl-quinolin-2(1H)-one C(C1=CC=CC=C1)C1=CC(N(C2=CC(=CC=C12)Br)C)=O